COC1=C2C(CC(OC2=CC(=C1)OC)(C1=CC=CC=C1)C1=CC=C(C=C1)Cl)=O 5,7-dimethoxy-2-(p-chlorophenyl)-flavanone